2-(2,4-dichlorophenyl)-2-fluoroethan-1-amine ClC1=C(C=CC(=C1)Cl)C(CN)F